C1(CCC1)CNCC=1NC2=CC(=CC=C2C1)C#N 2-(((Cyclobutylmethyl)amino)methyl)-1H-indole-6-carbonitrile